COC1=CC=C(C=C1)C1=CC=CC=2OC3=CC=CC=C3NC12 (4-methoxyphenyl)-10H-phenoxazine